FC(C1=CC=2CCC3N(C2N=C1)CCNC3)(F)F 3-(trifluoromethyl)-6,6a,7,8,9,10-hexahydro-5H-pyrazino[1,2-a][1,8]naphthyridine